N-(3-methylpyridin-2-yl)azetidine-3-carboxamide hydrochloride Cl.CC=1C(=NC=CC1)NC(=O)C1CNC1